(5R)-2-(2-Fluoro-5-methylsulfonylphenyl)-5-methyl-6,7-dihydro-5H-pyrazolo[5,1-b][1,3]oxazine-3-carboxylic acid FC1=C(C=C(C=C1)S(=O)(=O)C)C1=NN2C(O[C@@H](CC2)C)=C1C(=O)O